FC(C(=O)NC=1C=C(C(=O)N)C=CC1)=C 3-(2-fluoroacrylamido)benzamide